Trimethoxyhafnium n-butoxide [O-]CCCC.CO[Hf+](OC)OC